3-(5-(azetidine-1-carbonyl)-6-((1-hydroxy-2-methylpropan-2-yl)amino)pyridin-3-yl)-N-cyclopropyl-4-methylbenzamide N1(CCC1)C(=O)C=1C=C(C=NC1NC(CO)(C)C)C=1C=C(C(=O)NC2CC2)C=CC1C